C(C=C)C(C1CO1)(CCCC)O allyl-n-butyl-glycidyl alcohol